O-isopropyl-N-ethylthio-carbamic acid C(C)(C)OC(NSCC)=O